C1(CC1)CC1=C(C=NN1C)C1=NC(=NC=C1C(F)(F)F)NC1CCC(CC1)N (1r,4r)-N1-(4-(5-(cyclopropylmethyl)-1-methyl-1H-pyrazol-4-yl)-5-(trifluoromethyl)-pyrimidin-2-yl)cyclohexane-1,4-diamine